tert-butyl 4-(2-bromo-5-ethyl-7-oxo-4-(2-oxo-2-((4-(pentafluoro-λ6-sulfanyl)phenyl)amino)ethyl)-4,7-dihydro-[1,2,4]triazolo[1,5-a]pyrimidin-6-yl)-3,6-dihydropyridine-1(2H)-carboxylate BrC1=NN2C(N(C(=C(C2=O)C=2CCN(CC2)C(=O)OC(C)(C)C)CC)CC(NC2=CC=C(C=C2)S(F)(F)(F)(F)F)=O)=N1